C[C@@H]1CC[C@H](N(C1)C(C(=O)NC=1C=C(C=NC1)C(=O)N)=O)C1=CC=C(C=C1)C1=NNC=C1 5-[[2-[(2S,5R)-5-methyl-2-[4-(1H-pyrazol-3-yl)phenyl]-1-piperidyl]-2-oxo-acetyl]amino]pyridine-3-carboxamide